FC(C=1C(N(C2=C(C(=NC=C2C1)NC1CCN(CC1)S(=O)(=O)C)C#N)[C@H]1[C@](CCC1)(C)O)=O)F 3-(difluoromethyl)-1-((1R,2R)-2-hydroxy-2-methylcyclopentyl)-7-((1-(methylsulfonyl)piperidin-4-yl)amino)-2-oxo-1,2-dihydro-1,6-naphthyridine-8-carbonitrile